BrC1=C(C=C(C2=CC=CC=C12)OC)C(=O)C1=CC=C(C=C1)F (1-bromo-4-methoxynaphthalen-2-yl)(4-fluorophenyl)methanone